FC(C=1N=CC=2N(C1)C(=CN2)C2=NC=CC(=N2)N2CC(CC2)S(=O)(=O)NC)F 1-(2-(6-(difluoromethyl)imidazo[1,2-a]pyrazin-3-yl)pyrimidin-4-yl)-N-methylpyrrolidine-3-sulfonamide